N1,N1-diphenyl-benzene-1,4-diamine C1(=CC=CC=C1)N(C1=CC=C(C=C1)N)C1=CC=CC=C1